Cl[C@@H](C(=O)Cl)C (R)-2-chloropropionyl chloride